thiadiazole ammonium [NH4+].S1N=NC=C1